2-(4-(2-(2,6-dimethylpyridin-4-yl)-3-isopropyl-1H-indol-5-yl)piperidin-1-yl)-N-(2-methyl-2-morpholinopropyl)acetamide CC1=NC(=CC(=C1)C=1NC2=CC=C(C=C2C1C(C)C)C1CCN(CC1)CC(=O)NCC(C)(N1CCOCC1)C)C